2-((4-((5-Cyclopropyl-3-(2,6-dichlorophenyl)isoxazol-4-yl)methoxy)bicyclo[2.2.2]octan-1-yl)(hydroxy)methyl)benzo[d]thiazol C1(CC1)C1=C(C(=NO1)C1=C(C=CC=C1Cl)Cl)COC12CCC(CC1)(CC2)C(C=2SC1=C(N2)C=CC=C1)O